C1(=CC=CC=C1)S(=O)(=O)O.N1N=CC(=C1)C=1SC=C(N1)C(=O)N 2-(1H-pyrazol-4-yl)thiazole-4-carboxamide benzenesulfonate